(S,E)-methyl-7-(1-(2-(2-ethylbutylamino)-2-oxoethyl)-2-oxo-1,2-dihydro-pyridin-3-ylamino)-6-(1-methyl-1H-imidazole-5-carboxamido)-7-oxoheptenoate COC(\C=C\CC[C@@H](C(=O)NC=1C(N(C=CC1)CC(=O)NCC(CC)CC)=O)NC(=O)C1=CN=CN1C)=O